C(C)C(C(=O)O)CCCC.OC(CC(COOCC(CC(C)O)C)C)C 4-hydroxy-2-methylpentyl peroxide (2-ethylhexanoate)